5-bromo-4-iodo-2-methyl-pyrazole-3-carboxylic acid BrC=1C(=C(N(N1)C)C(=O)O)I